N[C@](C(=O)O)(CC\C=C/CNC(C)=N)C (2S,5z)-2-amino-2-methyl-7-[(1-iminoethyl)amino]-5-heptenoic acid